C(C)(C)(C)OC(=O)N1CC2=C(C(=C(C=C2C(C1)(F)F)OCC1=CC=CC=C1)N(C(C(F)(F)F)=O)CC(=O)OC)F 6-(Phenylmethoxy)-4,4,8-trifluoro-7-[(2-methoxy-2-oxoethyl)(trifluoroacetyl)amino]-3,4-dihydroisoquinoline-2(1H)-carboxylic acid tert-butyl ester